(S)-1-((4-formylbenzoyl)-D-prolyl)-N-(4-formylphenyl)pyrrolidine-2-carboxamide C(=O)C1=CC=C(C(=O)N2[C@H](CCC2)C(=O)N2[C@@H](CCC2)C(=O)NC2=CC=C(C=C2)C=O)C=C1